6,8-difluoro-N-methyl-7-(3-(4-(4-methylpiperazin-1-yl)phenyl)-1H-pyrazolo[3,4-c]pyridin-5-yl)-1,2,3,4-tetrahydronaphthalen-2-amine FC=1C=C2CCC(CC2=C(C1C=1C=C2C(=CN1)NN=C2C2=CC=C(C=C2)N2CCN(CC2)C)F)NC